CSC(C(=O)N1C(CCCC1)C=1NC(=CN1)C1=CC=C(C=C1)C)C 2-methylsulfanyl-1-[(1R)-2-[5-(p-tolyl)-1H-imidazol-2-yl]-1-piperidinyl]-propan-1-one